2-(ethyl-(4-((4-nitrophenyl)diazenyl)phenyl)amino)acrylic acid ethyl ester C(C)OC(C(=C)N(C1=CC=C(C=C1)N=NC1=CC=C(C=C1)[N+](=O)[O-])CC)=O